O1CCCC=C1 2,3-dihydropyran